3,6-dihydro-2H-pyran-4-yl-pyrazoline O1CCC(=CC1)N1NC=CC1